diLithium hydroxide [OH-].[Li+].[Li+].[OH-]